C(#N)C1=CC(=C(C=C1)C1=C(C(=C(C=N1)C1=NN=C(S1)N1CC2CCC(C1)N2C(=O)OC(C)(C)C)NC(C)C)[N+](=O)[O-])F tert-butyl 3-(5-(6-(4-cyano-2-fluorophenyl)-4-isopropylamino-5-nitropyridin-3-yl)-1,3,4-thiadiazol-2-yl)-3,8-diazabicyclo[3.2.1]octane-8-carboxylate